(1-(2-chloro-4-ethoxyphenyl)ethyl)-2-methylpropane-2-sulfinamide ClC1=C(C=CC(=C1)OCC)C(C)CC(C)(S(=O)N)C